(1H-imidazol-2-ylmethyl)-methyl-amine N1C(=NC=C1)CNC